O=C1NC(CCC1C=1C=CC(=NC1)N1CCC(CC1)CC(=O)N1CCC(CC1)(C(=O)[O-])C)=O 1-(2-(1-(5-(2,6-dioxopiperidin-3-yl)pyridin-2-yl)piperidin-4-yl)acetyl)-4-methylpiperidine-4-carboxylate